COC=1C(=CC2=CC=CC=C2C1)CN1CCN(CCN(CCN(CC1)CC(=O)O)CC(=O)O)CC(=O)O 2,2',2''-(10-((3-methoxynaphthalen-2-yl)methyl)-1,4,7,10-tetraazacyclododecane-1,4,7-triyl)triacetic acid